NC1=C2C(=C(N=N1)OC)N(C(=C2C2=CC(=C(C=C2)OC2=NC=CC(=N2)C)F)C2=C(C=C(C=C2)NC(C(=C)C2CC2)=O)Cl)C N-(4-(4-amino-3-(3-fluoro-4-((4-methylpyrimidin-2-yl)oxy)phenyl)-7-methoxy-1-methyl-1H-pyrrolo[2,3-d]pyridazin-2-yl)-3-chlorophenyl)-2-cyclopropylacrylamide